(3S)-3-(5-azaspiro[2.3]hexane-5-carbonyl)-3,4-dihydro-1H-isoquinoline-2-carboxylic acid tert-butyl ester C(C)(C)(C)OC(=O)N1CC2=CC=CC=C2C[C@H]1C(=O)N1CC2(CC2)C1